2,2,2-trifluoroacetic acid tert-Butyl-N-(1-cyano-6,7-dihydro-5H-cyclopenta[c]pyridin-6-yl)carbamate C(C)(C)(C)OC(NC1CC2=C(C(=NC=C2)C#N)C1)=O.FC(C(=O)O)(F)F